2-(4-methylbenzyl)oxy-5-(3-oxo-2,3-dihydro-1H-pyrazolo[3,4-d]pyrimidin-6-yl)benzonitrile CC1=CC=C(COC2=C(C#N)C=C(C=C2)C2=NC=C3C(=N2)NNC3=O)C=C1